ClC=1C=C(C=CC1F)NC(NC=1C=C2C(N(C=NC2=CC1)CC(=O)OCC)=O)=O ethyl 2-(6-(3-(3-chloro-4-fluorophenyl)ureido)-4-oxoquinazolin-3(4H)-yl)acetate